1-Ethyl-2-methylpyrrolidinium cyanid [C-]#N.C(C)[NH+]1C(CCC1)C